The molecule is a tricyclic sesquiterpenoid that is pentalenene in which the 13-methyl group is oxidsed to the carboxylic acid and a keto group is located at position 11. It has a role as a metabolite. It is a sesquiterpenoid, a carbotricyclic compound, a 5-oxo monocarboxylic acid and an alpha,beta-unsaturated monocarboxylic acid. It derives from a pentalenene. It is a conjugate acid of a 1-deoxy-11-oxopentalenate. C[C@@H]1C(=O)C[C@@H]2[C@]13CC(C[C@H]3C=C2C(=O)O)(C)C